N-(1-methyl-2-((1S,3R)-3-((5-(trifluoromethyl)pyrimidin-2-yl)amino)cyclohexyl)-1H-benzo[d]imidazol-5-yl)acrylamide CN1C(=NC2=C1C=CC(=C2)NC(C=C)=O)[C@@H]2C[C@@H](CCC2)NC2=NC=C(C=N2)C(F)(F)F